(±)-N-(methyl-d3)-4-((3-(methylthio)pyridin-2-yl)amino)-6-((1R,2R)-2-(trifluoromethyl)cyclopropane-1-carboxamido)pyridazine-3-carboxamide C(NC(=O)C=1N=NC(=CC1NC1=NC=CC=C1SC)NC(=O)[C@H]1[C@@H](C1)C(F)(F)F)([2H])([2H])[2H] |r|